C1(CC1)CN1C(NC2=CC(=CC=C2C1=O)CN1CCN(CC1)C=1C=CC(=NC1F)C(=O)NC)=O 5-(4-((3-(cyclopropylmethyl)-2,4-dioxo-1,2,3,4-tetrahydroquinazolin-7-yl)methyl)piperazin-1-yl)-6-fluoro-N-methylpicolinamide